FC1=CC=C(C=C1)C=CC=CC(=O)O 5-(4-fluorophenyl)-2,4-pentadienoic acid